6-(dimethylamino)quinoline-2-formaldehyde CN(C=1C=C2C=CC(=NC2=CC1)C=O)C